ClC(Cl)[SiH2]C(C)C dichloromethyl-(isopropyl)silane